3-((1R,5S,6r)-3-oxabicyclo[3.1.0]hexan-6-yl)-6-(2,6-difluorobenzyl)-7-(difluoromethyl)-3,6-dihydro-4H-pyrazolo[4,3-d][1,2,3]triazin-4-one [C@H]12COC[C@@H]2C1N1N=NC=2C(C1=O)=NN(C2C(F)F)CC2=C(C=CC=C2F)F